O=C1NC(CCC1C=1C=C(C=CC1)C#CCCN1CCN(CC1)C1CCN(CC1)C=1C=C2C(N(C(C2=CC1)=O)[C@H](CS(=O)(=O)C)C1=CC(=C(C=C1)OC)OCC)=O)=O 5-(4-(4-(4-(3-(2,6-dioxopiperidin-3-yl)phenyl)but-3-yn-1-yl)piperazin-1-yl)-piperidin-1-yl)-2-((S)-1-(3-ethoxy-4-methoxyphenyl)-2-(methylsulfonyl)ethyl)isoindoline-1,3-dione